C(CCCCC)C1CCC(O1)=O 5-hexyloxolan-2-one